OCC1CN(CC1NC)C(=O)OC(C)(C)C tert-butyl 3-(hydroxymethyl)-4-(methylamino)pyrrolidine-1-carboxylate